NC1=NC=CC=C1S(=O)(=O)NC(=O)C=1C(=NC(=CC1)C1=C(C(=C(C=C1)OC)C)C)N1C(C[C@@H](C1)C)(C)C N-[(2-Amino-3-pyridyl)sulfonyl]-6-(4-methoxy-2,3-dimethylphenyl)-2-[(4S)-2,2,4-trimethylpyrrolidin-1-yl]pyridin-3-carboxamid